racemic-3-(4-acetamidophenyl)-2-methoxypropionic acid C(C)(=O)NC1=CC=C(C=C1)C[C@H](C(=O)O)OC |r|